7-(4-{4-[3-(1,3-Dioxolan-2-yl)propoxy]phenyl}piperidin-1-yl)-4-fluoro-1H-indole-3-carbonitrile O1C(OCC1)CCCOC1=CC=C(C=C1)C1CCN(CC1)C=1C=CC(=C2C(=CNC12)C#N)F